CC1(OB(OC1(C)C)C=1C=C2CCC(N3C2=C(C1)CCC3)=O)C 9-(4,4,5,5-tetramethyl-1,3,2-dioxaborolan-2-yl)-1,2,6,7-tetrahydropyrido[3,2,1-ij]quinolin-3(5H)-one